5-(2-methoxyethoxy)-2-(pyridin-4-yl)-4-(2,8-diazaspiro[4.5]decan-8-yl)pyrido[3,4-d]pyrimidine COCCOC1=CN=CC=2N=C(N=C(C21)N2CCC1(CCNC1)CC2)C2=CC=NC=C2